C(C)(C)(C)C=1C=C(C(=C(C1)O)C1CCCCC1)OC1CCCCC1 5-Tert-butyl-2-cyclohexyl-3-cyclohexyloxyphenol